tert-Butyl (3R)-3-[4-(3-cyano-5-methoxy-imidazo[1,2-a]pyridin-7-yl)-5-methyl-triazol-1-yl]piperidine-1-carboxylate C(#N)C1=CN=C2N1C(=CC(=C2)C=2N=NN(C2C)[C@H]2CN(CCC2)C(=O)OC(C)(C)C)OC